C(C)(C)N(C(=O)C1=CC=NN1C(C)C)C(C)C N,N,1-triisopropyl-1H-pyrazole-5-carboxamide